CP(=O)(C)C1(CCN(CC1)C(=O)OCC1=CC=CC=C1)O benzyl 4-(dimethylphosphoryl)-4-hydroxypiperidine-1-carboxylate